Methyl (E)-3-(5-(3-cyano-4-fluorophenoxy)-6-fluoro-1H-indol-4-yl)-acrylate C(#N)C=1C=C(OC=2C(=C3C=CNC3=CC2F)/C=C/C(=O)OC)C=CC1F